2-((1-ethylcyclohexyl)(phenyl)methyl)malononitrile C(C)C1(CCCCC1)C(C(C#N)C#N)C1=CC=CC=C1